C(C=C)(=O)N1[C@H](CN(CC1)C1=NC=NC2=CC(=C3C(=C12)OCCC3)C3=C(C=CC=C3F)F)CC#N (S)-2-(1-acryloyl-4-(5-(2,6-difluorophenyl)-3,4-dihydro-2H-pyrano[2,3-f]quinazolin-10-yl)piperazin-2-yl)acetonitrile